1-(4-tert-butylphenyl)-2-thiocyano-1-ethanol C(C)(C)(C)C1=CC=C(C=C1)C(CSC#N)O